3-[(2-bromo-3-chloro-phenoxy)methyl]-1-methyl-1,2,4-triazole BrC1=C(OCC2=NN(C=N2)C)C=CC=C1Cl